C(N)(OCC(=C(F)C(C)(C)C)CN1N=CC(=C1)C(NC1CC1)=O)=O tert-butyl-(2-((4-(cyclopropylcarbamoyl)-1H-pyrazol-1-yl) methyl)-3-fluoroallyl) carbamate